[1,1'-biphenyl]-4,4'-disulfonate C1(=CC=C(C=C1)S(=O)(=O)[O-])C1=CC=C(C=C1)S(=O)(=O)[O-]